ethyl 2-(4-bromo-2-fluorophenyl)-7-cyclobutylpyrazolo[1,5-a]pyrimidine-5-carboxylate BrC1=CC(=C(C=C1)C1=NN2C(N=C(C=C2C2CCC2)C(=O)OCC)=C1)F